[N+](=O)([O-])C1=C(C(C#N)=CC=C1)C#N 3-nitrophthalonitrile